NC=1C2=C(N=CN1)N(C(=C2C2=CC(=C(C=C2)N)OC(F)(F)F)C2=CC=C(C=C2)NC(C(=C)C)=O)C N-(4-(4-amino-5-(4-amino-3-(trifluoromethoxy)phenyl)-7-methyl-7H-pyrrolo[2,3-d]pyrimidin-6-yl)phenyl)methacrylamide